N,N-di-methyl-1-(octyloxy)-3-({8-[(1S,2S)-2-{[(1R,2R)-2-pentyl-cyclopropyl]-methyl}cyclopropyl]octyl}oxy)propan-2-amine CN(C(COCCCCCCCC)COCCCCCCCC[C@@H]1[C@@H](C1)C[C@@H]1[C@@H](C1)CCCCC)C